N[C@@H]1CCC(N1C)=O (S)-5-Amino-methyl-pyrrolidin-2-one